CC1=CC(NC2=CC=NC=C12)=O 4-methyl-1,6-naphthyridin-2-one